FC1=C(COC=2C(=CC(=C(C2)C2C(SCC2=O)=O)F)OCCOC)C(=CC=C1F)OC 3-(5-((2,3-difluoro-6-methoxybenzyl)oxy)-2-fluoro-4-(2-methoxyethoxy)phenyl)-2,4-dioxo-1,2,3,4-tetrahydrothiophene